3-bromopropoxymethylbenzene BrCCCOCC1=CC=CC=C1